O1C(CCCC1)O[C@@H](C)C=1N(C=CN1)CC1=NOC(=C1)C1=CC=C(C=N1)C#CC1=CC=C(C=O)C=C1 4-((6-(3-((2-((1S)-1-((tetrahydro-2H-pyran-2-yl)oxy)ethyl)-1H-imidazol-1-yl)methyl)isoxazol-5-yl)pyridin-3-yl)ethynyl)benzaldehyde